dimethyl-amino-propane-1-sulfonic acid CC(C(S(=O)(=O)O)N)(C)C